(5-iodo-2-chlorophenyl)[4-[[(3S)-tetrahydro-3-furanyl]oxy]phenyl]methane IC=1C=CC(=C(C1)CC1=CC=C(C=C1)O[C@@H]1COCC1)Cl